C(C)(C)(C)OC(=O)N1[C@@H](CN(CC1)C=1C2=C(N=CN1)N(C=C2N2CCC2)C2=NC=CC(=C2)Cl)C (R)-4-(5-(azetidin-1-yl)-7-(4-chloropyridin-2-yl)-7H-pyrrolo[2,3-d]pyrimidin-4-yl)-2-methylpiperazine-1-carboxylic acid tert-butyl ester